bis(trifluoromethylsulfonyl)imidazole [4-methoxy-2-[[(1S)-1-methyl-2-[(1S)-1-[1-(1-naphthyl)cyclopropyl]ethoxy]-2-oxo-ethyl]carbamoyl]-3-pyridyl]oxymethyl-2-methylpropanoate COC1=C(C(=NC=C1)C(N[C@H](C(=O)O[C@@H](C)C1(CC1)C1=CC=CC2=CC=CC=C12)C)=O)OCOC(C(C)C)=O.FC(S(=O)(=O)C1=C(N=CN1)S(=O)(=O)C(F)(F)F)(F)F